4-[5-[4-(dimethylamino)piperidin-1-yl]-8-(6-methylpyridin-3-yl)imidazo[1,2-c]pyrimidin-7-yl]benzonitrile CN(C1CCN(CC1)C1=NC(=C(C=2N1C=CN2)C=2C=NC(=CC2)C)C2=CC=C(C#N)C=C2)C